(R)-N-(3-(1H-pyrazolo[3,4-b]pyridin-4-yl)-5,6,7,8-tetrahydroquinolin-8-yl)-2-(tert-butyl)thiazole-5-carboxamide N1N=CC=2C1=NC=CC2C=2C=NC=1[C@@H](CCCC1C2)NC(=O)C2=CN=C(S2)C(C)(C)C